COC1=CC=C(C=C1)SCC=1N=NNC1 4-[(4-methoxyphenyl)thiomethyl]-1H-1,2,3-triazole